C(C)OC(=O)C1=NC2=CC(=C(C=C2N=C1O)F)F 6,7-Difluoro-3-hydroxyquinoxaline-2-carboxylic acid ethyl ester